cis-2-methyl-6-(2-methylpyridin-4-yl)morpholine C[C@@H]1CNC[C@@H](O1)C1=CC(=NC=C1)C